BrC=1C=C(C=CC1F)N1C(=NOC1=O)C=1C(=NON1)SC1CCN(CC1)S(=O)(=O)N 4-((4-(4-(3-bromo-4-fluorophenyl)-5-oxo-4,5-dihydro-1,2,4-oxadiazol-3-yl)-1,2,5-oxadiazol-3-yl)thio)piperidine-1-sulfonamide